(3-(3-(aminomethyl)phenyl)-6-((2,3-dichloropyridin-4-yl)thio)-5-methylpyrazin-2-yl)methanol NCC=1C=C(C=CC1)C=1C(=NC(=C(N1)C)SC1=C(C(=NC=C1)Cl)Cl)CO